C1(=CC=CC=C1)C(C(=O)O)C1=CC=CC=C1 2,2-Diphenyl-acetic acid